N,N'-diisopropyl-formamidine C(C)(C)NC=NC(C)C